Tert-butyl (4S)-4-(tetrahydro-2H-pyran-2-yl)-1,2,3-oxathiazolidine-3-carboxylate 2,2-dioxide O1C(CCCC1)[C@H]1N(S(OC1)(=O)=O)C(=O)OC(C)(C)C